C(C)(C)(C)C1=C(O)C=CC(=C1C(C)(C)C)O 2,3-di-tert-butylhydroquinone